(3aS*,7aS*)-benzyl 3,3-difluoro-5-(3-((4-methoxybenzyl)oxy)-2,2-dimethyl-3-oxopropyl)-4-oxooctahydro-1H-pyrrolo[3,2-c]pyridine-1-carboxylate FC1(CN([C@@H]2[C@H]1C(N(CC2)CC(C(=O)OCC2=CC=C(C=C2)OC)(C)C)=O)C(=O)OCC2=CC=CC=C2)F |o1:4,5|